C(C)OC(C1=NC(=CC=C1N(C(C)=O)C)C#N)=O Ethyl-6-cyano-3-(N-methylacetamido)picolinate